ethyl 3-(2-((2-((2-(2-ethoxy-2-oxoethyl)phenoxy)methyl)-7-iodobenzofuran-5-yl)methoxy)phenyl)propanoate C(C)OC(CC1=C(OCC=2OC3=C(C2)C=C(C=C3I)COC3=C(C=CC=C3)CCC(=O)OCC)C=CC=C1)=O